N-Methyl-6-(2-methylimidazo[2,1-b][1,3,4]thiadiazol-6-yl)-N-(2,2,6,6-tetramethylpiperidin-4-yl)[1,3]thiazolo[4,5-c]pyridin-2-amin-Hydrochlorid Cl.CN(C=1SC2=C(C=NC(=C2)C=2N=C3SC(=NN3C2)C)N1)C1CC(NC(C1)(C)C)(C)C